((1R,3R,4R,5S)-5-cyclopropoxy-3-ethynyl-2-azabicyclo[2.2.1]heptan-2-yl)(1-fluorocyclopropyl)methanone C1(CC1)O[C@@H]1[C@H]2[C@@H](N([C@@H](C1)C2)C(=O)C2(CC2)F)C#C